OC(C(=O)N[C@H](CO)[C@H](O)C(CCCCCCCCCCCCCC)O)CCCCCCCCCCCCCCCCCCCCCCCC N-(2-hydroxyhexacosanoyl)-4R-hydroxysphinganine